FC1=C(C=CC2=C1SC1=C2C=CC(=C1F)OC(F)(F)F)C1=CCC(CC1)CCC 4,6-difluoro-3-(4-propyl-cyclohex-1-enyl)-7-trifluoromethoxy-dibenzothiophene